di-nonyl-amine C(CCCCCCCC)NCCCCCCCCC